ClC(C1=NC(=NO1)C1=CC=C(CN(C2=CC(C2=O)=O)C)C=C1)(F)F 4-((4-(5-(chlorodifluoromethyl)-1,2,4-oxadiazol-3-yl)benzyl)(methyl)amino)cyclobut-3-ene-1,2-dione